C1OCCC=2NC=3C=CC=CC3C21 1,3,4,5-tetrahydro-pyrano[4,3-b]indole